CC1[C@](C1)(C(=O)OC[C@@H]1NCCC1)CC1=CC(=CC=C1)C(C(=O)NNC)(CCCC(CS(=O)(=O)CCO)(C)C)C (2R)-pyrrolidin-2-yl-methanol methyl-(R)-1-(3-(7-((2-hydroxyethyl)sulfonyl)-2,6,6-trimethyl-1-(2-methylhydrazineyl)-1-oxoheptan-2-yl)benzyl)cyclopropane-1-carboxylate